C(C)(C)(C)OC(=O)NCCCCl N-t-butoxycarbonyl-3-chloropropylamine